4-(morpholinomethyl)phenol O1CCN(CC1)CC1=CC=C(C=C1)O